1-Heptyl-1-methylpiperidinium fluorid [F-].C(CCCCCC)[N+]1(CCCCC1)C